BrC1=CC(=C(C=C1)C(C)=O)NC(C)C 1-(4-bromo-2-(isopropylamino)phenyl)ethan-1-one